4-hydroxy-N-(2-methyl-3-phenyl-quinolin-6-yl)hexan-amide OC(CCC(=O)NC=1C=C2C=C(C(=NC2=CC1)C)C1=CC=CC=C1)CC